2-(4-(1H-1,2,4-Triazol-3-yl)phenyl)-9-(cis-4-methoxycyclohexyl)-8-oxo-8,9-dihydro-7H-purine N1N=C(N=C1)C1=CC=C(C=C1)C1=NC=C2NC(N(C2=N1)[C@@H]1CC[C@@H](CC1)OC)=O